Magnesium carbide [CH3-].[CH3-].[Mg+2]